O=C1CC2(OCCO2)C=2C(=CC=C(C12)OC1=C(C#N)C=CC=C1)SC(F)(F)F (3-oxo-7-(trifluoromethylthio)-2,3-dihydrospiro[indene-1,2'-[1,3]dioxolane]-4-oxy)benzonitrile